(3-amino-8-(6-fluorobenzofuran-7-yl)imidazo[1,2-a]pyridin-2-yl)(3-methylazetidin-1-yl)methanone NC1=C(N=C2N1C=CC=C2C2=C(C=CC=1C=COC12)F)C(=O)N1CC(C1)C